5-bromo-N-phenyl-[1,2,4]triazolo[4,3-a]pyridin-3-amine BrC1=CC=CC=2N1C(=NN2)NC2=CC=CC=C2